4-(5-(2,6-dimethylphenoxy)-1-methyl-2-oxo-1,2-dihydropyridin-4-yl)-6-methyl-N-(1-methylpiperidin-3-yl)-7-oxo-6,7-dihydro-1H-pyrrolo[2,3-c]pyridine-2-carboxamide CC1=C(OC=2C(=CC(N(C2)C)=O)C=2C3=C(C(N(C2)C)=O)NC(=C3)C(=O)NC3CN(CCC3)C)C(=CC=C1)C